NC1=C(C=CC=C1)NC([C@H](CN(C(OC(C)(C)C)=O)CCC=1SC=2N=CN=C(C2N1)NCC1=NC=CC=C1F)C)=O Tert-butyl (S)-(3-((2-aminophenyl)amino)-2-methyl-3-oxopropyl)(2-(7-(((3-fluoropyridin-2-yl)methyl)amino)thiazolo[5,4-d]pyrimidin-2-yl)ethyl)carbamate